C(CC#CCCCCCCCC)O 3-dodecyn-1-ol